N-(2-(4-Cyanothiazolidin-3-yl)-2-oxoethyl)-6-(6-methoxypyridin-3-yl)quinoline-4-carboxamide C(#N)C1N(CSC1)C(CNC(=O)C1=CC=NC2=CC=C(C=C12)C=1C=NC(=CC1)OC)=O